C(=CC)C(C(=O)O)OC1CCCCC1.C(C=C)OC(COC1CCCCC1)=O prop-2-enyl-2-cyclohexyloxyacetate (2-Propenyl-(cyclohexyloxy) acetate)